[Na+].CC(CC)S(=O)(=O)[O-] 1-methyl-propanesulfonate Sodium